N1[C@@H](COCC1)CO (3R)-morpholin-3-ylmethanol